Cl.C(=O)(O)CCP(CCC(=O)O)CCC(=O)O 3-[bis(2-carboxyethyl) phosphino]Propionate hydrochloride